10,10-diheptyloxy-3-pivaloyloxydecane C(CCCCCC)OC(CCCCCCC(CC)OC(C(C)(C)C)=O)OCCCCCCC